ClC=1C=C(CC2=C3C(=NC(=NC3=CC=C2C=2C(=NOC2C)C)N2CCC(CC2)CCN(C)C)N)C=CC1 (3-chlorobenzyl)-2-(4-(2-(dimethylamino)ethyl)piperidin-1-yl)-6-(3,5-dimethylIsoxazol-4-yl)quinazolin-4-amine